(6aR,8S)-2-chloro-6a-(difluoromethyl)-5,6,6a,7,8,9-hexahydro-pyrrolo[1',2':4,5]pyrazino[2,3-c]pyridazin-8-ol ClC=1C=C2C(=NN1)NC[C@@]1(N2C[C@H](C1)O)C(F)F